N-Methyl-1-(2-oxo-1,2,3,4-tetrahydroquinazolin-4-yl)methanamine hydrochloride Cl.CNCC1NC(NC2=CC=CC=C12)=O